ClC1=CC=2CC=3N=C(N=CC3C2C=C1)O 7-chloro-2-hydroxy-9H-indeno[2,1-d]pyrimidine